3-((6-bromobenzo[d]isoxazol-3-yl)amino)propionitrile BrC1=CC2=C(C(=NO2)NCCC#N)C=C1